ClC1=NC(=NC(=C1C)C1=C(C=CC=C1C)OC(C)C)NS(=O)(=O)C=1C=C(C(=O)OC)C=CC1 Methyl 3-[[4-chloro-6-(2-isopropoxy-6-methyl-phenyl)-5-methyl-pyrimidin-2-yl]sulfamoyl]benzoate